3'-deoxyuridine-triphosphate P(O)(=O)(OP(=O)(O)OP(=O)(O)O)OC[C@@H]1C[C@H]([C@@H](O1)N1C(=O)NC(=O)C=C1)O